FC=1C=CC2=C(CCO2)C1CNC1=NC=C(C=2N1C=NN2)C=2C=1N(C(=CC2)C)C(=CN1)C(=O)O 8-(5-(((5-fluoro-2,3-dihydrobenzofuran-4-yl)methyl)amino)-[1,2,4]triazolo[4,3-c]pyrimidin-8-yl)-5-methylimidazo[1,2-a]pyridine-3-carboxylic acid